[K].C(=O)(O)C=1C(=C(C(OC1)C(=O)O)C(=O)O)C(=O)O Tetracarboxypyrane Potassium